NC1=C(C=C(C=N1)C=1N=C(N(C1)C12CC(C1)(C2)N2CCC(CC2)(F)F)[C@@H](C(F)(F)F)O)OC(F)(F)F (S)-1-(4-(6-amino-5-(trifluoromethoxy)pyridin-3-yl)-1-(3-(4,4-difluoropiperidin-1-yl)bicyclo[1.1.1]pentan-1-yl)-1H-imidazol-2-yl)-2,2,2-trifluoroethanol